FC=1C=C(CC2=C(SC=3N4C(COCC32)=NN=C4C)C)C=CC1F 3-(3,4-difluorobenzyl)-2,9-dimethyl-4H,6H-thieno[2,3-e][1,2,4]triazolo[3,4-c][1,4]oxazepine